C(C1=CC=CC=C1)OC[C@H](C)N1CCC(CC1)CC1CCN(CC1)C(=O)OCC[Si](C)(C)C 2-trimethylsilylethyl 4-[[1-[(1S)-2-benzyloxy-1-methyl-ethyl]-4-piperidyl]methyl]piperidine-1-carboxylate